ClC=1C(=C(C(=C(C1)OS(=O)(=O)C(F)(F)F)C#N)C1=CC=NN1C)F 5-Chloro-2-cyano-4-fluoro-3-(1-methyl-1H-pyrazol-5-yl)phenyl-triflic acid